CCCCCC=CCC=CCCCCCCCCC(CCCCCCCCC=CCC=CCCCCC)OC(CCCN(C)C)=O heptatriaconta-6,9,28,31-tetraene-19-yl-4-(dimethylamino)butyrate